(S)-5,7-dihydro-spiro[cyclopenta[c]pyridin-6,4'-piperidin]-7-amine N1CCC2(CC1)CC1=C(C=NC=C1)[C@H]2N